Cl.NC1=C(C=C(C=C1)N)CCCO 3-(2,5-DIAMINOPHENYL)PROPAN-1-OL HYDROCHLORIDE